2-Bromo-5-iodo-3-hexylthiophen BrC=1SC(=CC1CCCCCC)I